[Br-].C(CCCCCCC)[N+](C)(C)CCC octyl-propyl-dimethyl-ammonium bromide